C(#N)C=1C=C(C=CC1)N1C=C(C2=C1N=CN=C2N2C[C@H](N(CC2)C(=O)OC(C)(C)C)C)I tert-butyl (R)-4-(7-(3-cyanophenyl)-5-iodo-7H-pyrrolo[2,3-d]pyrimidin-4-yl)-2-methylpiperazine-1-carboxylate